FC1(CCS(CC1)(=O)=O)C1=C(C=C(C=C1)N1C(O[C@H](C1)CO)=O)C 4-fluoro-4-{4-[(5R)-5-(hydroxymethyl)-2-oxo-1,3-oxazolidin-3-yl]-2-methylphenyl}-1λ6-thiane-1,1-dione